5-[4-(4-amino-2-fluoro-5-methoxy-phenyl)piperazin-1-yl]-2-chloro-benzonitrile NC1=CC(=C(C=C1OC)N1CCN(CC1)C=1C=CC(=C(C#N)C1)Cl)F